tert-butyl 6-[2-[3-[3-amino-6-(2-hydroxyphenyl)pyridazin-4-yl]-3,8-diazabicyclo[3.2.1]octan-8-yl]pyrimidin-5-yl]-2,6-diazaspiro[3.3]heptane-2-carboxylate NC=1N=NC(=CC1N1CC2CCC(C1)N2C2=NC=C(C=N2)N2CC1(CN(C1)C(=O)OC(C)(C)C)C2)C2=C(C=CC=C2)O